C1(CC1)OC=1C=C(C=NC1)N 5-(Cyclopropoxy)pyridin-3-amine